5-Bromo-N-((4R,5S,7R,8R,9S,10R)-8,10-dihydroxy-7-(hydroxymethyl)-9-(4-(3,4,5-trifluorophenyl)-1H-1,2,3-triazol-1-yl)-1,6-dioxaspiro[4.5]decan-4-yl)benzo[b]thiophene-3-carboxamide BrC1=CC2=C(SC=C2C(=O)N[C@@H]2CCO[C@]23O[C@@H]([C@@H]([C@@H]([C@H]3O)N3N=NC(=C3)C3=CC(=C(C(=C3)F)F)F)O)CO)C=C1